N-((1-(2,6-dioxopiperidin-3-yl)-3-methyl-2-oxo-2,3-dihydro-1H-benzo[d]imidazol-4-yl)methyl)-6-oxo-6-(piperidin-1-yl)hexanamide O=C1NC(CCC1N1C(N(C2=C1C=CC=C2CNC(CCCCC(N2CCCCC2)=O)=O)C)=O)=O